2-[(R)-amino[1-(2-aminopyridine-4-carbonyl)piperidin-4-yl]methyl]-4,5-dichlorophenol N[C@@H](C1=C(C=C(C(=C1)Cl)Cl)O)C1CCN(CC1)C(=O)C1=CC(=NC=C1)N